C(C)OC(/C=C(/C(=O)OOC(\C=C\C(=O)OC)=O)\C)=O methyl-(2E)-but-2-ene-1,4-dioic acid [(2E)-3-(methoxycarbonyl) prop-2-enoyloxy] ethyl ester